(R)-2-(3,4-dimethoxyphenyl)-3-isopropyl-5-(4-(3-methylpiperazin-1-yl)phenyl)-1H-indole COC=1C=C(C=CC1OC)C=1NC2=CC=C(C=C2C1C(C)C)C1=CC=C(C=C1)N1C[C@H](NCC1)C